CCOCCOCCOCCOCCOCCOCCOCCOCCOCCOCCOCCOCCC(=O)N 3,6,9,12,15,18,21,24,27,30,33,36-dodecaoxanonatriacontan-39-amide